ClC1=C(C(=O)NC2CN(C2)C(=O)N2CCN(CC2)C=2OC=3C(=NC(=CC3)Cl)N2)C=CC(=C1)F 2-chloro-N-[1-[4-(5-chloro-[1,3]oxazolo[4,5-b]pyridin-2-yl)piperazine-1-carbonyl]azetidin-3-yl]-4-fluorobenzamide